2-amino-N-(1H-indol-5-ylmethyl)-3-methyl-N-((5-(trifluoromethyl)-2-pyridinyl)methyl)-6-quinolinecarboxamide NC1=NC2=CC=C(C=C2C=C1C)C(=O)N(CC1=NC=C(C=C1)C(F)(F)F)CC=1C=C2C=CNC2=CC1